FC=1C=C(C=C(C1)F)C=1C=C2C(=NC1)NCN2CCN2CCCC2 6-(3,5-Difluorophenyl)-1-(2-pyrrolidin-1-ylethyl)-3H-imidazo[4,5-b]pyridin